ClC=1C(=CC(=NC1)NC=1C=C(C=CC1)C(N1CCC(CC1)NC)C(=O)C(C1=CC(=CC=C1)NC1=NC=C(C(=C1)NCC1=CC(=CC=C1)F)Cl)N1CCC(CC1)NC)NCC1=CC(=CC=C1)F [3-({5-chloro-4-[(3-fluorobenzyl)amino]pyridin-2-yl}amino)phenyl][4-(methylamino)piperidin-1-yl]methyl ketone